FC(C(F)(F)F)(C(C(=O)O)(C(=O)O)C(C(C(C(C(F)(F)F)(F)F)(F)F)(F)F)(F)F)F perfluoroamyl-ethyl-malonic acid